CNC(=O)C1OCCC2=C1SC=C2 N-methyl-4,7-dihydro-5H-thieno[2,3-c]pyran-7-carboxamide